CC1=CC(=NN1C1=CC=C(C=C1)OC(F)(F)F)C1CCN(CC1)C(CN1CC2CCC(C1)O2)=O 1-[4-[5-methyl-1-[4-(trifluoromethoxy)phenyl]pyrazol-3-yl]-1-piperidyl]-2-(8-oxa-3-azabicyclo[3.2.1]octan-3-yl)ethanone